FC(CO)(F)C=1C(=C(C=CC1)[C@@H](C)NC(=O)C1=NN(C(C=C1)=O)C1=CC(=CC=C1)C=1N(N=NC1)C([2H])([2H])[2H])F N-[(1R)-1-[3-(1,1-difluoro-2-hydroxy-ethyl)-2-fluoro-phenyl]ethyl]-6-oxo-1-[3-[3-(trideuteriomethyl)triazol-4-yl]phenyl]pyridazine-3-carboxamide